O(CCCCCCCC(=O)OC)CCCCCCCC(=O)OC dimethyl 8,8'-oxydioctanoate